C(CCC)OCC(CN1C(C1)C)O 1-Butoxy-3-(2-methylaziridin-1-yl)propan-2-ol